C(=O)(OC(C)(C)C)NNC1=CC=C(C=C1)F N-Boc-N'-(4-fluorophenyl)hydrazine